ClC=1C=C(C=CC1C)NC(N(CC=1C=C2CN(C(C2=CC1)=O)C1C(NC(CC1)=O)=O)CNC(CNC(OCC=C)=O)=O)=O allyl (2-(((3-(3-chloro-4-methylphenyl)-1-((2-(2,6-dioxopiperidin-3-yl)-1-oxoisoindolin-5-yl)methyl)ureido)methyl)amino)-2-oxoethyl)carbamate